dibromine hydantoin N1C(=O)NC(=O)C1.[Br].[Br]